C(CCCCCC\C=C/CCCCCC)C1=C(C(=CC=C1)O)O (Z)-3-(Pentadec-8-enyl)benzene-1,2-diol